C(C)(C)(C)OC(=O)N([C@H](C[C@@H](OC(CCC)=O)C=1SC=C(N1)C(=O)N[C@H](C[C@@H](C(=O)OCC=C)C)CC1=CC=CC=C1)C(C)C)C (2S,4R)-allyl 4-(2-((1R,3R)-3-((tert-butoxycarbonyl) (methyl) amino)-1-(butanoyloxy)-4-methylpentyl) thiazole-4-carboxamido)-2-methyl-5-phenylpentanoate